diisopropyl-2,5-diaminomethyl-bicyclo[2.2.1]heptane C(C)(C)C1(C2(CC(C(C1)C2)CN)C(C)C)CN